4-OXO-3,4-DIHYDROTHIENO[3,4-D]PYRIDAZIN O=C1C=2C(C=NN1)=CSC2